(N-[4-Amino-5-[4-[2-(azepan-1-yl)-2-oxoethoxy]benzoyl]thiazol-2-yl]-4-fluoroanilino)propanamid NC=1N=C(SC1C(C1=CC=C(C=C1)OCC(=O)N1CCCCCC1)=O)N(C1=CC=C(C=C1)F)C(C(=O)N)C